2-(2-carboxyethylsulfanyl-thiocarbonylsulfanyl)propionic acid C(=O)(O)CCSC(=S)SC(C(=O)O)C